N-((2S,3S)-1-(2-hydroxy-2-methylpropanoyl)-2-((2,3',5'-trifluorobiphenyl-3-yl)methyl)pyrrolidin-3-yl)-1-methoxymethanesulfonamide OC(C(=O)N1[C@H]([C@H](CC1)NS(=O)(=O)COC)CC=1C(=C(C=CC1)C1=CC(=CC(=C1)F)F)F)(C)C